C1(CCCCC1)C(COCC)(COC)CCC(C)(Br)Br 2-cyclohexyl-2-(3,3-dibromobutyl)-1-ethoxy-3-methoxypropane